2-bromo-4-methyl-3,5,6-trifluorobenzyl (1RS)-cis-3-[(Z)-2-chloro-3,3,3-trifluoro-1-propenyl]-2,2-dimethylcyclopropanecarboxylate Cl\C(=C/[C@@H]1C([C@@H]1C(=O)OCC1=C(C(=C(C(=C1F)F)C)F)Br)(C)C)\C(F)(F)F